Cl.N[C@@H]1CN(CCC1)C1=NC2=C(N1CC1=C(C=C(C#N)C=C1)F)C=CC=C2 (S)-4-((2-(3-aminopiperidin-1-yl)-1H-benzo[d]imidazol-1-yl)methyl)-3-fluorobenzonitrile hydrochloride